bis[3,5-difluoro-2-[5-methyl-2-pyridinyl]phenyl]iridium (III) hexafluorophosphate F[P-](F)(F)(F)(F)F.FC=1C(=C(C=C(C1)F)[Ir+]C1=C(C(=CC(=C1)F)F)C1=NC=C(C=C1)C)C1=NC=C(C=C1)C